C1(=CC=C(C=C1)C1(COCC1)C=1SC=C(N1)CO)C (2-(3-(p-tolyl)tetrahydrofuran-3-yl)thiazol-4-yl)methanol